NC=1C(=NC(=NC1C1=C(C=CC(=C1)OCOC)C)Cl)C(=O)O 5-amino-2-chloro-6-[5-(methoxymethoxy)-2-methyl-phenyl]pyrimidine-4-carboxylic acid